NC1CC2CCC(C1)N2C(=O)OC(C)(C)C tert-butyl 3-amino-8-aza-bicyclo[3.2.1]octane-8-carboxylate